C(C)(=O)OC(C1=CC(=CC=C1CC1=NC(CC2=CC(=C(C=C12)OCC1=CC=CC=C1)OC)([2H])[2H])OC)OCC1=CC=CC=C1 (Benzyloxy)-6-((7-(benzyloxy)-6-methoxy-3,4-dihydroisoquinolin-1-yl-3,3-d2) methyl)-3-methoxybenzyl acetate